N1,N1-dimethyl-N4-(2-(4-methyl-4-(pyridin-2-yloxy)piperidin-1-yl)phenyl)benzene-1,4-disulfonamide CN(S(=O)(=O)C1=CC=C(C=C1)S(=O)(=O)NC1=C(C=CC=C1)N1CCC(CC1)(OC1=NC=CC=C1)C)C